CO[C@H]1[C@@H](O[C@@H]([C@H]1O)CO)N1C=NC=2C(N)=NC=NC12 2'-O-methyl-adenosine